1-benzyl-5-(4-(hexyloxy)-1,2,5-thiadiazol-3-yl)-1-methyl-1,2,3,6-tetrahydropyridin-1-ium bromide [Br-].C(C1=CC=CC=C1)[N+]1(CCC=C(C1)C1=NSN=C1OCCCCCC)C